Methyl-(2s,3s)-3-((4-chlorophenyl)amino)-2-(6-chloropyridin-3-yl)-2-hydroxy-3-phenylpropionic acid methyl ester COC([C@]([C@](C1=CC=CC=C1)(NC1=CC=C(C=C1)Cl)C)(O)C=1C=NC(=CC1)Cl)=O